N1N=C(C2=CC=CC=C12)CN1CC2(CCN3N=C(C=C32)C=3C=NC2=CC=CC=C2C3)C1 1-[(1H-indazol-3-yl)methyl]-2'-(quinolin-3-yl)-5',6'-dihydrospiro[azetidine-3,4'-pyrrolo[1,2-b]pyrazole]